BrC1=NN(C(=N1)Br)C 3,5-dibromo-1-methyl-1,2,4-triazole